CC1=C(C=NC(=C1)N1N=CC(=C1)CN1CC(O[C@@H](C1)C=1C(=C2COC(C2=CC1)=O)C)C)C#N 4-methyl-6-(4-(((6R)-2-methyl-6-(4-methyl-1-oxo-1,3-dihydroisobenzofuran-5-yl)morpholino)methyl)-1H-pyrazol-1-yl)pyridine-3-carbonitrile